2-((benzyloxy)methyl)-2-((diphenylmethylene)amino)-4-fluorobutanamide C(C1=CC=CC=C1)OCC(C(=O)N)(CCF)N=C(C1=CC=CC=C1)C1=CC=CC=C1